7-(4-Ethoxy-4-oxobutyl)-3,4-dihydro-1,8-naphthyridine-1(2H)-carboxylic acid tert-butyl ester C(C)(C)(C)OC(=O)N1CCCC2=CC=C(N=C12)CCCC(=O)OCC